flavoneACETIC ACID C1=CC=C(C=C1)C2=CC(=O)C3=CC=CC(=C3O2)CC(=O)O